Cl.ClC1=CC=C(S1)CNC1=CC(=NN1C(C1=C(C=CC=C1)OC)=O)C1CCNCC1 N-[(5-Chlorothiophen-2-yl)methyl]-1-(2-methoxybenzoyl)-3-(piperidin-4-yl)-1H-pyrazol-5-amin hydrochlorid